C(C1=CC=CC=C1)C1=NN(C(=C1C1CC1)NC(C[C@@H]1C(C(C1)(F)F)(F)F)=O)C (S)-N-(3-benzyl-4-cyclopropyl-1-methyl-1H-pyrazol-5-yl)-2-(2,2,3,3-tetrafluorocyclobutyl)acetamide